(R)-1-(1-(4-(methylsulfonyl)benzyl)-1H-benzo[d]imidazol-2-yl)piperidin-3-amine CS(=O)(=O)C1=CC=C(CN2C(=NC3=C2C=CC=C3)N3C[C@@H](CCC3)N)C=C1